OC1[C@]2(CC[C@@H](C1)C2(C)C)CS(=O)(=O)N2CCC(CC2)(O)C2=CC(=CC=C2)OC ((((1R,4S)-2-hydroxy-7,7-dimethylbicyclo[2.2.1]hept-1-yl)methyl)sulfonyl)-4-(3-methoxyphenyl)piperidin-4-ol